3,3-dimethyl-2-(5,6,7,8-tetrakis(4-methylphenyl)-1-isoquinolinyl)isoindol-1-one CC1(N(C(C2=CC=CC=C12)=O)C1=NC=CC2=C(C(=C(C(=C12)C1=CC=C(C=C1)C)C1=CC=C(C=C1)C)C1=CC=C(C=C1)C)C1=CC=C(C=C1)C)C